(2s,4s)-2-((1r,5s,6s)-6-(3-chloro-4-methylphenyl)-3-azabicyclo[3.1.0]hexane-3-carbonyl)-7-oxa-5-azaspiro[3.4]octane-6-one ClC=1C=C(C=CC1C)C1[C@@H]2CN(C[C@H]12)C(=O)C1CC2(C1)NC(OC2)=O